9,10-didehydro-6,N,N-triethylergoline-8β-carboxamide C(C)N1C[C@@H](C=C2C=3C=CC=C4NC=C(C[C@@H]12)C34)C(=O)N(CC)CC